FC(C=1C(=C(C=CC1)[C@@H](C)NC=1C=2C(N=C(N1)C)=C(C(N(C2)C2(CC2)CF)=O)NC[C@H]2OCC2)F)F 4-(((R)-1-(3-(difluoromethyl)-2-fluorophenyl)ethyl)amino)-6-(1-(fluoromethyl)cyclopropyl)-2-methyl-8-((((S)-oxetan-2-yl)methyl)amino)pyrido[4,3-d]pyrimidine-7(6H)-one